N-(1-cyanocyclopropyl)-8-(4-(2-hydroxy-2-methyl-4-phenylbut-3-ynoyl)piperazin-1-yl)-3-(5-(trifluoromethyl)-1,3,4-thiadiazol-2-yl)imidazo[1,5-a]pyridine-6-sulfonamide C(#N)C1(CC1)NS(=O)(=O)C=1C=C(C=2N(C1)C(=NC2)C=2SC(=NN2)C(F)(F)F)N2CCN(CC2)C(C(C#CC2=CC=CC=C2)(C)O)=O